ClC1=NC(=NC=C1)N1CCC(CC1)(O)C1=CC=C(C=C1)F (4-chloropyrimidin-2-yl)-4-(4-fluorophenyl)piperidin-4-ol